2-(6,7-difluoro-1H-indol-3-yl)-N-ethyl-N-methylethan-1-amine FC1=CC=C2C(=CNC2=C1F)CCN(C)CC